C(=O)C=1OC(=C(C1C(=O)O)C(=O)O)C=O 2,5-diformylfuran-3,4-dicarboxylic acid